FC(C1=C(C=CC=C1)N1C(C=2C=C(C(=NC2C(=C1)C(C)C)N1N=C(N(C1=O)CC)CO)F)=O)F 6-(2-(difluoromethyl)phenyl)-2-(4-ethyl-3-(hydroxymethyl)-5-oxo-4,5-dihydro-1H-1,2,4-triazol-1-yl)-3-fluoro-8-isopropyl-1,6-naphthyridin-5(6H)-one